4,7-diazadecane-1,10-diamine C(CCNCCNCCCN)N